1-(1-(3-Chloropyridin-2-yl)piperidin-4-yl)-3-(pyridin-3-yl)thiourea ClC=1C(=NC=CC1)N1CCC(CC1)NC(=S)NC=1C=NC=CC1